4-(5-((R)-3,10-dimethyl-2,3,4,4a,5,6-hexahydro-1H-pyrazino[1,2-a]quinolin-8-yl)-1H-pyrrolo[2,3-b]pyridin-3-yl)-N-((S)-2-hydroxypropyl)-N-methylbenzamide CN1C[C@@H]2N(C3=C(C=C(C=C3CC2)C=2C=C3C(=NC2)NC=C3C3=CC=C(C(=O)N(C)C[C@H](C)O)C=C3)C)CC1